[Br-].CC12CC3(CC(CC(C1)(C3)C)C2)N2CN(C=C2)C 3-(3,5-dimethyladamantan-1-yl)-1-methylimidazole bromide